(S)-ethyl 3-(5-((2-chloro-6-ethylbenzyl)oxy)-2,3-dihydrospiro[indene-1,2'-morpholin]-4'-yl)propanoate ClC1=C(COC=2C=C3CC[C@@]4(CN(CCO4)CCC(=O)OCC)C3=CC2)C(=CC=C1)CC